CN1C(N(C2=C1C(=CC=C2)N2CCC1(CNC1)CC2)C2C(NC(CC2)=O)=O)=O 3-(3-methyl-2-oxo-4-(2,7-diazaspiro[3.5]non-7-yl)-2,3-dihydro-1H-benzo[d]imidazol-1-yl)piperidine-2,6-dione